5-(carboxyhydroxymethyl)-2'-O-methyluridine C(=O)(O)C(C=1C(NC(N([C@H]2[C@H](OC)[C@H](O)[C@@H](CO)O2)C1)=O)=O)O